(2S)-N-(3-chloro-4-fluorophenyl)-1-(6-methyl-4-(trifluoromethyl)pyridin-2-yl)-N-(2-(1-methylpyrrolidin-2-yl)ethyl)pyrrolidine-2-carboxamide ClC=1C=C(C=CC1F)N(C(=O)[C@H]1N(CCC1)C1=NC(=CC(=C1)C(F)(F)F)C)CCC1N(CCC1)C